(5-cyclopropyl-7H-pyrrolo[2,3-d]pyrimidin-4-yl)piperazine-1-carboxylic acid tert-butyl ester C(C)(C)(C)OC(=O)N1C(CNCC1)C=1C2=C(N=CN1)NC=C2C2CC2